CC1=CC=CC(=N1)C1=C(C=NN1)C=1C=C2C=C(C=NC2=CC1)C(=O)OCCN1CCCCC1 2-(1-piperidyl)ethyl 6-[5-(6-methyl-2-pyridyl)-1H-pyrazol-4-yl]quinoline-3-carboxylate